1-bromo-10-fluoro-5,6,7,8-tetrahydropyrazolo[5',1':3,4][1,4]diazocino[1,2-a]indole-14-carbonitrile BrC=1C=NN2C1C=1N(C=3C(=CC=CC3C1C#N)F)CCCC2